(S)-(2-(2-(methoxymethyl)pyrrolidin-1-yl)thiazol-4-yl)methanol cis-tert-butyl-1-benzyl-3,3-difluorohexahydropyrrolo[3,4-b]pyrrole-5(1H)-carboxylate C(C)(C)(C)C1C(C2C(N1CC1=CC=CC=C1)CN(C2)C(=O)OCC=2N=C(SC2)N2[C@@H](CCC2)COC)(F)F